N-(((2S,5R)-6-hydroxy-7-oxo-1,6-diazabicyclo[3.2.1]oct-2-yl)(imino)methyl)acetamide ON1[C@@H]2CC[C@H](N(C1=O)C2)C(NC(C)=O)=N